C(C)(C)(C)N1N=C(C=C1C1CC(C1)CO[Si](C1=CC=CC=C1)(C1=CC=CC=C1)C(C)(C)C)N 1-(tert-butyl)-5-(3-(((tert-butyldiphenylsilyl)oxy)methyl)cyclobutyl)-1H-pyrazol-3-amine